BrC1=CC=C(C=N1)OC1CN(C1)C(C)=O (3-((6-bromopyridin-3-yl)oxy)azetidin-1-yl)ethan-1-one